COCCCNCCCNC1=CC(=NC2=CC=CC=C12)C1=CC=C(C=C1)OC N-(3-(3-methoxypropylamino)propyl)-2-(4-methoxyphenyl)quinolin-4-amine